trimethyl-(propoxy)silane C[Si](OCCC)(C)C